6-(4-chloro-3-fluorophenyl)-3-(3-(pyridazin-4-yl)-1H-pyrazol-5-yl)-1,3-oxazinan-2-one ClC1=C(C=C(C=C1)C1CCN(C(O1)=O)C1=CC(=NN1)C1=CN=NC=C1)F